FC(CC(CNC(C1=CC=C(C=C1)C)=O)(C(C)C)NC(O)=O)(F)F.NC1=CC=C(OC2=C(C=C(C=C2)C2=CC(=C(C=C2)OC2=CC=C(C=C2)N)OCCCCCCCC(=O)O)OCCCCCCCC(=O)O)C=C1 4,4'-bis(4-aminophenoxy)-3,3'-bis(7-carboxyheptyloxy)biphenyl 2-trifluoroethyl-{3-methyl-1-[(4-methylbenzoyl)amino]butan-2-yl}carbamate